NC=1C=2N(C(=C(N1)C1=CC=C(C=C1)F)C=1C=CC=3N(C1)C(=CN3)C)C=C(N2)C(=O)NC23CC(C2)(C3)COC 8-amino-6-(4-fluorophenyl)-N-[3-(methoxymethyl)bicyclo[1.1.1]pentan-1-yl]-5-{3-methylimidazo[1,2-a]pyridin-6-yl}imidazo[1,2-a]pyrazine-2-carboxamide